C(C1=CC=CC=C1)[C@@H]1N(OCC1)C1=CC(=NC=N1)NC=1C(=CC(=C(C1)NC(C=C)=O)N1CCN(CC1)C1CCN(CC1)C)OC N-(5-((6-((S)-3-benzylisoxazolidine-2-yl)pyrimidine-4-yl)amino)-4-methoxy-2-(4-(1-methylpiperidine-4-yl)piperazine-1-yl)phenyl)acrylamide